C(C)OC(CN1CCN(CC1)CC1CN(C1)C1=NC=C(C=C1)N)=O 2-(4-((1-(5-aminopyridin-2-yl)azetidin-3-yl)methyl)-piperazin-1-yl)acetic acid ethyl ester